C1(CC1)C1=NC=2N(C(=C1)N(C(OC(C)(C)C)=O)CC1=CC(=CC=C1)NC(C(=C)C)=O)N=CC2C(C)C tert-butyl (5-cyclopropyl-3-isopropylpyrazolo[1,5-a]pyrimidin-7-yl)(3-methacrylamidobenzyl)carbamate